(4aR,6R,7R,8S,8aR)-8-(4-(3-fluorophenyl)-1H-1,2,3-triazol-1-yl)-7-((methylsulfonyl)oxy)-2-phenylhexahydropyrano[3,2-d][1,3]Dioxin-6-carboxylic acid methyl ester COC(=O)[C@H]1[C@@H]([C@H]([C@H]2OC(OC[C@H]2O1)C1=CC=CC=C1)N1N=NC(=C1)C1=CC(=CC=C1)F)OS(=O)(=O)C